N-[4-hydroxy-3,5-bis(1-pyrrolidinylmethyl)benzyl]-4-methoxybenzenesulfonamide OC1=C(C=C(CNS(=O)(=O)C2=CC=C(C=C2)OC)C=C1CN1CCCC1)CN1CCCC1